2-(tert-Butyl)-1',7-dimethylspiro[indole-3,3'-indolin]-2'-one C(C)(C)(C)C1=NC2=C(C=CC=C2C12C(N(C1=CC=CC=C21)C)=O)C